FC[C@@H]1CN(CCN1CC1=CC(=C(C=C1)CO)OC)C(=O)OC(C)(C)C tert-butyl (3S)-3-(fluoromethyl)-4-{[4-(hydroxymethyl)-3-methoxyphenyl]methyl}piperazine-1-carboxylate